CC1=C(C(C[C@@H](C1)O)(C)C)/C=C/C(=C/C=C/C(=C/C=C/C=C(\\C)/C=C/C=C(\\C)/C=C/[C@H]2C(=CCCC2(C)C)C)/C)/C The molecule is a carotenol, the structure of which is (6'R)-beta,epsilon-carotene hydroxy-substituted at C-3 with R-stereochemistry. It derives from a hydride of a (6'R)-beta,epsilon-carotene.